CN1[C@H]2CN([C@@H](C1)C2)C(=O)OC=2C=C1C(=NC=NC1=CC2OC)OC=2C(=C1C=C(NC1=CC2)C)F 4-((4-fluoro-2-methyl-1H-indol-5-yl) oxy)-7-methoxyquinazolin-6-yl (1r,4r)-5-methyl-2,5-diazabicyclo[2.2.1]heptane-2-carboxylate